4-bromo-1,5-dimethyl-triazole CC1=C(N=NN1C)Br